The molecule is a dicarboxylic acid monoamide that is succinamic acid substituted by an oxo group at position 2. It is an oxo carboxylic acid and a dicarboxylic acid monoamide. It derives from a succinamic acid. It is a conjugate acid of a 2-oxosuccinamate. C(C(=O)C(=O)O)C(=O)N